3,4-dichloro-N-{2-[(4,6-dimethoxypyrimidin-2-yl)oxy]benzyl}aniline ClC=1C=C(NCC2=C(C=CC=C2)OC2=NC(=CC(=N2)OC)OC)C=CC1Cl